2,4-dichlorobenzyl (3-(2-(dimethylamino)ethyl)-1H-indol-4-yl) carbonate C(OCC1=C(C=C(C=C1)Cl)Cl)(OC1=C2C(=CNC2=CC=C1)CCN(C)C)=O